Diisopropoxycopper C(C)(C)O[Cu]OC(C)C